2-(6-((2R,5R)-4-(1-(2,3-dihydrobenzo[b][1,4]dioxin-6-yl)ethyl)-2-(methoxymethyl)-5-methylpiperazin-1-yl)-3,9-dimethyl-2-oxo-3,9-dihydro-2H-purin-8-yl)acetonitrile O1C2=C(OCC1)C=C(C=C2)C(C)N2C[C@@H](N(C[C@H]2C)C=2C=1N=C(N(C1N(C(N2)=O)C)C)CC#N)COC